6-fluoro-5H-[1,2,4]Triazino[5,6-b]Indole-3-thiol FC1=CC=CC=2C3=C(NC12)N=C(N=N3)S